(±)-(1S,2R,4R)-2-Methyl-7-azabicyclo[2.2.1]heptane Hydrochloride Cl.C[C@H]1[C@@H]2CC[C@H](C1)N2 |r|